N-[1-(difluoromethyl)-5-triisopropylsilyl-pent-4-ynyl]-2-methyl-propane-2-sulfinamide FC(C(CCC#C[Si](C(C)C)(C(C)C)C(C)C)NS(=O)C(C)(C)C)F